ClC=1C=C(C=C2C=C(NC12)C(=O)O)F 7-chloro-5-fluoro-1H-indole-2-carboxylic acid